[Ca].C(CCCCCCCCCCC)SCC=1C=C(C(=C(C1)CSCCCCCCCCCCCC)O)C 4,6-Bis(dodecylthiomethyl)-o-cresol, calcium salt